(S)-4-(6-Amino-5-(trifluoromethyl)pyridin-2-yl)-N-(5-chloro-3-methyl-1H-pyrazol-4-yl)-5-fluoro-2-((1,1,1-trifluoropropan-2-yl)oxy)benzamide NC1=C(C=CC(=N1)C1=CC(=C(C(=O)NC=2C(=NNC2Cl)C)C=C1F)O[C@H](C(F)(F)F)C)C(F)(F)F